BrC1=CC=C2C(C(N(C2=C1)C1CC(C1)N1CCCCC1)=O)(F)F 6-bromo-3,3-difluoro-1-((1s,3s)-3-(piperidin-1-yl)cyclobutyl)indolin-2-one